FC1(OC=2C(=CC3=C(N=C(S3)NC([C@H](C)N3C[C@@H](C(CC3)(F)F)C3=CNC(C(=C3)[C@H](CO)O)=O)=O)C2)O1)F (S)-N-(2,2-difluoro-[1,3]dioxolo[4',5':4,5]benzo[1,2-d]thiazol-6-yl)-2-((S)-3-(5-((R)-1,2-dihydroxyethyl)-6-oxo-1,6-dihydropyridin-3-yl)-4,4-difluoropiperidin-1-yl)propanamide